1-(7-bromodibenzo[b,d]furan-3-carboxamido)-4,4-difluorocyclohexane-1-carboxylic acid BrC1=CC2=C(C3=C(O2)C=C(C=C3)C(=O)NC3(CCC(CC3)(F)F)C(=O)O)C=C1